2-((S)-4-(8-fluoro-2-(((2R,7aS)-2-fluorotetrahydro-1H-pyrrolizin-7a(5H)-yl)methoxy)-7-(2-(trifluoromethyl)phenyl)pyrido[4,3-d]pyrimidin-4-yl)piperazin-2-yl)acetonitrile FC1=C(N=CC2=C1N=C(N=C2N2C[C@@H](NCC2)CC#N)OC[C@]21CCCN1C[C@@H](C2)F)C2=C(C=CC=C2)C(F)(F)F